3-(4-(3-(1,1-dioxido-4-oxo-1,2,5-thiadiazolidin-2-yl)-2-fluoro-4-hydroxyphenyl)-1H-imidazol-1-yl)benzonitrile O=S1(N(CC(N1)=O)C=1C(=C(C=CC1O)C=1N=CN(C1)C=1C=C(C#N)C=CC1)F)=O